2-(4-bromo-2-methoxy-5-trifluoromethoxy-phenyl)ethanamine BrC1=CC(=C(C=C1OC(F)(F)F)CCN)OC